CC(COC1=CC=C(C=C1)C1(CCOCC1)C(=O)N[C@@H](C)C1=CC=C(C(=O)OC)C=C1)CCC Methyl 4-[(1S)-1-[[4-[4-(2-methylpentoxy)phenyl]tetrahydropyran-4-carbonyl]amino]ethyl]benzoate